ClC1=C(C=2NC(=NS(C2S1)(=O)=O)NC)C1=C(C=C(C=C1)SC)Cl 6-Chloro-5-(2-chloro-4-methylsulfanyl-phenyl)-N-methyl-1,1-dioxo-4H-thieno[3,2-e][1,2,4]thiadiazin-3-amine